C1(CC1)N1N=CC2=CC(=C(C=C12)C)C1=CC=C(N1)C(=O)OC methyl 5-(1-cyclopropyl-6-methyl-1H-indazol-5-yl)-1H-pyrrole-2-carboxylate